[C@H]12CN(C[C@H](CC1)N2)C=2C1=C(N=C(N2)OC[C@]23CCCN3C[C@@H](C2)F)C(=C(N=C1)C1=CC(=CC=2C=CC3=CC=CC=C3C12)O)F 4-(4-((1R,5S)-3,8-diazabicyclo[3.2.1]octan-3-yl)-8-fluoro-2-(((2R,7aS)-2-fluorotetrahydro-1H-pyrrolizin-7a(5H)-yl)methoxy)pyrido[4,3-d]pyrimidin-7-yl)phenanthren-2-ol